tert-butyl (1-((4-bromophenyl)sulfonyl)piperidin-4-yl)carbamate BrC1=CC=C(C=C1)S(=O)(=O)N1CCC(CC1)NC(OC(C)(C)C)=O